4-((4-amino-2-butyl-1H-imidazo[4,5-c]quinolin-1-yl)methyl)phenol NC1=NC=2C=CC=CC2C2=C1N=C(N2CC2=CC=C(C=C2)O)CCCC